5-[(4R,10bS)-8-[[(3R,4R)-4-methoxypyrrolidin-3-yl]amino]-4-methyl-3,4,6,10b-tetrahydro-1H-pyrazino[2,1-a]isoindol-2-yl]quinoline-8-carbonitrile CO[C@H]1[C@@H](CNC1)NC=1C=C2CN3[C@@H](C2=CC1)CN(C[C@H]3C)C3=C1C=CC=NC1=C(C=C3)C#N